5-{5-[(5-methoxypyridin-2-yl)methoxy]-1,3-benzoxazol-2-yl}-1-methyl-1,2-dihydropyrazin-2-one COC=1C=CC(=NC1)COC=1C=CC2=C(N=C(O2)C=2N=CC(N(C2)C)=O)C1